β-D-glucuronic acid O[C@H]1[C@H](O)[C@@H](O)[C@H](O)[C@H](O1)C(=O)O